COC=1C(=CC=2C3=C(C=NC2C1)COC(N3CC3=C(C=C(C=C3F)S(=O)(=O)N)F)=O)OC 4-((8,9-dimethoxy-2-oxo-2H-[1,3]oxazino[5,4-c]quinolin-1(4H)-yl)methyl)-3,5-difluorobenzenesulfonamide